N=1C=2N(NC1)CCC2 5,6-dihydropyrrolo[1,2-b][1,2,4]triazol